3-(4-(1-Methyl-1,2,3,6-tetrahydropyridin-4-yl)phenyl)-5-(4-methylpyrid-3-yl)-1H-pyrazolo[4,3-c]pyridazin-6(5H)-on CN1CCC(=CC1)C1=CC=C(C=C1)C1=NNC=2C1=NN(C(C2)=O)C=2C=NC=CC2C